CC1(C[C@H](N(C1)C(C(=O)NC1(CC1)C)=O)C(=O)N[C@@H](C[C@H]1C(NCC1)=O)C(COC(F)(F)F)=O)C (S)-4,4-dimethyl-1-(2-((1-methylcyclopropyl)amino)-2-oxoacetyl)-N-((S)-3-oxo-1-((S)-2-oxopyrrolidin-3-yl)-4-(trifluoromethoxy)butan-2-yl)pyrrolidine-2-carboxamide